COC1CCN(CC1)C1=C(C=C(N=N1)C(=O)NCC1=CC=NC=C1)C 6-(4-methoxypiperidin-1-yl)-5-methyl-N-(pyridin-4-ylmethyl)pyridazine-3-carboxamide